2-Dimethylaminomethyleneamino-6-methoxyaminopurine CN(C)C=NC1=NC(=C2NC=NC2=N1)NOC